(2R,3S,5R)-5-(6-amino-2-fluoro-9H-purin-9-yl)-2-(cyclopropylmethyl)-2-(hydroxymethyl)tetrahydrofuran-3-ol NC1=C2N=CN(C2=NC(=N1)F)[C@H]1C[C@@H]([C@](O1)(CO)CC1CC1)O